(4-(2-fluoro-4-methoxybenzyl)piperidin-1-yl)-3-nitrobenzonitrile FC1=C(CC2CCN(CC2)C2=C(C#N)C=CC=C2[N+](=O)[O-])C=CC(=C1)OC